CC1=C2C(C(=CN(C2=NC(=C1)N1CC(C1)C(NC1=CC=NN1C)=O)C=1SC=CN1)C(=O)O)=O 5-methyl-7-{3-[(1-methyl-1H-pyrazol-5-yl)carbamoyl]azetidin-1-yl}-4-oxo-1-(1,3-thiazol-2-yl)-1,4-dihydro-1,8-naphthyridine-3-carboxylic acid